(S)-2-((4-amino-2-(1-amino-1,3-dihydrospiro[indene-2,4'-piperidin]-1'-yl)-1-methyl-6-oxo-1,6-dihydropyrimidin-5-yl)thio)-N-methylbenzenesulfonamide NC=1N=C(N(C(C1SC1=C(C=CC=C1)S(=O)(=O)NC)=O)C)N1CCC2(CC1)[C@@H](C1=CC=CC=C1C2)N